tert-Butyl 4-((2S,3R)-2-allyl-1-(6-(4-(1-(2-methoxyethyl)-4-methyl-1H-pyrazol-5-yl)piperidin-1-yl)-2-(trifluoromethyl)-3-vinylpyridin-4-yl)azetidin-3-yl)piperazine-1-carboxylate C(C=C)[C@@H]1N(C[C@H]1N1CCN(CC1)C(=O)OC(C)(C)C)C1=C(C(=NC(=C1)N1CCC(CC1)C1=C(C=NN1CCOC)C)C(F)(F)F)C=C